C(#N)C1=CC(=C(OC2=NC=C(C=C2C(=O)NC2=CC(=CC=C2)S(N)(=O)=O)C(F)(F)F)C=C1)OC 2-(4-cyano-2-methoxyphenoxy)-N-(3-sulfamoylphenyl)-5-(trifluoromethyl)pyridine-3-carboxamide